acryloxyundecyl-methyl-dimethoxysilane C(C=C)(=O)OCCCCCCCCCCC[Si](OC)(OC)C